C(CCCN(CC(=O)O)CC(=O)O)CCN(CC(=O)O)CC(=O)O ethylenebis(ethylenenitrilo)tetraacetic acid